(2S,3S)-1-[2-(1,3-benzothiazole-6-sulfonyl)-2H,4H,5H,6H-pyrrolo[3,4-c]pyrazol-5-yl]-3-hydroxy-2-phenylbutan-1-one S1C=NC2=C1C=C(C=C2)S(=O)(=O)N2N=C1C(=C2)CN(C1)C([C@H]([C@H](C)O)C1=CC=CC=C1)=O